ClC1=CC=C(C=C1)N1N=CC(=C1C(F)(F)F)C(=O)NN=CC1=C(C=CC=C1C)C 1-p-chlorophenyl-5-trifluoromethyl-N'-(1-(2,6-dimethylphenyl)methylene)-1H-pyrazole-4-carboxylic acid hydrazide